3-methyl-5-(1,2,2-trimethylbicyclo[3.1.0]hex-3-yl)pentan-2-ol methyl-5-((2-amino-3-fluoropyridin-4-yl)methyl)-3,4-difluoro-2-((2-fluoro-4-methoxyphenyl)amino)benzoate CC1=C(C(=C(C(=C1C(=O)OC(C)C(CCC1C(C2(CC2C1)C)(C)C)C)NC1=C(C=C(C=C1)OC)F)F)F)CC1=C(C(=NC=C1)N)F